2-((3R,4R)-3-amino-4-fluoro-1-piperidinyl)-1-(4-cyanobenzyl)-1H-benzimidazole-5-carbonitrile N[C@@H]1CN(CC[C@H]1F)C1=NC2=C(N1CC1=CC=C(C=C1)C#N)C=CC(=C2)C#N